FC=1C(=NC(=NC1)NC1CCCCC1)C1=CC(=CC=C1)N1CCOCC1 trans-4-((5-fluoro-4-(3-morpholinophenyl)pyrimidin-2-yl)amino)cyclohexane